N(=[N+]=[N-])C1=C(C(=O)O)C=CC=C1.C([C@H](O)[C@H](O)CO)O.C([C@H](O)[C@H](O)CO)O.C([C@H](O)[C@H](O)CO)O.C([C@H](O)[C@H](O)CO)O.C([C@H](O)[C@H](O)CO)O pentaerythritol (4-azido)benzoate